N-(3-nitrophenyl)carboxamide [N+](=O)([O-])C=1C=C(C=CC1)NC=O